FC(C(=O)OS(=O)(=O)C(F)(F)F)(F)F trifluoromethylsulfonyl 2,2,2-trifluoroacetate